Spiro(cyclopropane-1,3'-pyrrolo[3,2-b]pyridine)-2'(1'H)-one N1C(C2(C3=NC=CC=C31)CC2)=O